C(=O)(OC(C)(C)C)N(CC(=O)O)C1CC1 (S)-N-Boc-cyclopropylglycine